NC=1C=C(C(=O)OC)C=C(C1NCC)OC methyl 3-amino-4-(ethylamino)-5-methoxy-benzoate